N-(3-chloro-5-(methylsulfonamido)phenyl)-1-(3-(3-fluorophenoxy)pyridin-2-yl)-1H-pyrazole-4-carboxamide ClC=1C=C(C=C(C1)NS(=O)(=O)C)NC(=O)C=1C=NN(C1)C1=NC=CC=C1OC1=CC(=CC=C1)F